ClC=1C=CC(=NC1)COC1=NN=C(S1)NC(C1=CN=C(C=C1C1=C(C=CC(=C1)CO)F)C)=O N-(5-((5-chloropyridin-2-yl)methoxy)-1,3,4-thiadiazol-2-yl)-4-(2-fluoro-5-(hydroxymethyl)phenyl)-6-methylnicotinamide